FC=1C=CC(=C(OCC(=O)OCC)C1)CNC(=O)[C@H]1N(C[C@@H](C1)O)C([C@H](C(C)(C)C)NC(=O)C1(CC1)F)=O ethyl 2-[5-fluoro-2-[[[(2S,4R)-1-[(2S)-2-[(1-fluorocyclopropanecarbonyl)amino]-3,3-dimethyl-butanoyl]-4-hydroxy-pyrrolidine-2-carbonyl]amino]methyl]phenoxy]acetate